O[C@@H]1C[C@H](N(C1)C([C@H](C(C)(C)C)NC(CCCCCCCCC(=O)OC)=O)=O)C(NCC1=CC=C(C=C1)C1=C(N=CS1)C)=O methyl 10-(((S)-1-((2S,4R)-4-hydroxy-2-((4-(4-methylthiazol-5-yl)benzyl)carbamoyl)pyrrolidin-1-yl)-3,3-dimethyl-1-oxobutan-2-yl)amino)-10-oxodecanoate